F[C@H]1[C@H](N(C(C1)=O)C1=NC(=CC(=C1)C(F)(F)F)C)C(=O)N(C=1C=C(C=CC1)C)C (2R,3R)-3-fluoro-N-methyl-1-(6-methyl-4-(trifluoromethyl)pyridin-2-yl)-5-oxo-N-(m-tolyl)pyrrolidine-2-carboxamide